3-benzoyl-5-methyl-1-((5-(2,4,5-trifluoro-3-hydroxyphenyl)-1,2,4-oxadiazol-3-yl)methyl)pyrimidine-2,4(1H,3H)-dione C(C1=CC=CC=C1)(=O)N1C(N(C=C(C1=O)C)CC1=NOC(=N1)C1=C(C(=C(C(=C1)F)F)O)F)=O